4-(8-bromo-1-methoxypyrido[1,2-a]indol-10-yl)-2,6-di-tert-butylphenol BrC1=CC=2N(C3=CC=CC(=C3C2C2=CC(=C(C(=C2)C(C)(C)C)O)C(C)(C)C)OC)C=C1